2-((6-(thiazol-2-yl)pyridazin-3-yl)methyl)oxazole-4-carboxylic acid S1C(=NC=C1)C1=CC=C(N=N1)CC=1OC=C(N1)C(=O)O